C(C)OC1=NC=CC(=C1)C=1C=C2CC(C(C2=CC1)NC(O[C@@H]1CN2CCC1CC2)=O)(C)C (S)-quinuclidin-3-yl (5-(2-ethoxypyridin-4-yl)-2,2-dimethyl-2,3-dihydro-1H-inden-1-yl)carbamat